tri(triethoxysilylpropyl)amine C(C)O[Si](OCC)(OCC)CCCN(CCC[Si](OCC)(OCC)OCC)CCC[Si](OCC)(OCC)OCC